1-(6-(2-methylbenzoyl)-9-ethylcarbazol-3-yl)-butane-1-one-oxime acetate C(C)(=O)O.CC1=C(C(=O)C=2C=C3C=4C=C(C=CC4N(C3=CC2)CC)C(CCC)=NO)C=CC=C1